N-((3R,5S)-5-(Methoxymethyl)pyrrolidin-3-yl)-5-(3-(trifluoromethyl)phenyl)-1,3,4-oxadiazole-2-carboxamide COC[C@@H]1C[C@H](CN1)NC(=O)C=1OC(=NN1)C1=CC(=CC=C1)C(F)(F)F